1,4-cyclohexadiene-1,2-dicarboxylic acid C1(=C(CC=CC1)C(=O)O)C(=O)O